FC1=C(C=CC=C1)C1=CC(=CC(=C1)F)F 2',3,5-trifluorobiphenyl